C1(CC1)CN1CCN(C2=CC=CC=C12)C(C(C)N1CCCC1)=O 1-(4-(Cyclopropylmethyl)-3,4-dihydroquinoxalin-1(2H)-yl)-2-(pyrrolidin-1-yl)propan-1-one